C(C)N(C=1N2C=C(C=C2C=C(C1C)C(=O)N)C1=CC=CC=C1)C1CCOCC1 5-(ethyl-(tetrahydro-2H-pyran-4-yl)amino)-6-methyl-2-phenylindolizine-7-carboxamide